2,2-dimethyl-4-(piperidin-4-ylmethyl)morpholin-3-one 2,2,2-trifluoroacetate FC(C(=O)O)(F)F.CC1(C(N(CCO1)CC1CCNCC1)=O)C